CS(=O)(=O)C1=CC=C(C=C1)B1OC(C)(C)C(C)(C)O1 4-(methylsulfonyl)phenylboronic acid pinacol ester